C(CCC\C=C/C\C=C/C\C=C/C\C=C/CCCCC)(=O)C(O)CN arachidonoyl-ethanolamine